N1N=CC(=C1)C1=CNC2=C(C=CC=C12)NC(C(CN1CCN(CC1)C)C1=CC=CC=C1)=O N-(3-(1H-pyrazol-4-yl)-1H-indol-7-yl)-3-(4-methylpiperazin-1-yl)-2-phenylpropionamide